COCCN1C(NC2=NC=CC=C21)=O 1-(2-methoxyethyl)-3H-imidazo[4,5-b]pyridin-2-one